[I-].C(C)(C)(C)OC([C@H](CC1=CC=C(OCCNC(CCCCC[N+](C)(C)C)=O)C=C1)NC(=O)OC(C)(C)C)=O (S)-6-((2-(4-(3-(tert-butoxy)-2-((tert-butoxycarbonyl)amino)-3-oxopropyl)phenoxy)ethyl)amino)-N,N,N-trimethyl-6-oxohexan-1-aminium iodide